N-(2-((1-amino-16-oxo-3,6,9,12-tetraoxa-15-azaoctadecan-18-yl)oxy)phenyl)-4-chloro-3-(4-cyano-6-(trifluoromethyl)pyridin-3-yl)-N-methylbenzamide NCCOCCOCCOCCOCCNC(CCOC1=C(C=CC=C1)N(C(C1=CC(=C(C=C1)Cl)C=1C=NC(=CC1C#N)C(F)(F)F)=O)C)=O